C(C)SN(C(C)C)C(C)C N-(ethylthio)diisopropylamine